(Z)-3-(4-((21-(4-(1,2-diphenylbut-1-en-1-yl)phenoxy)-19-methyl-3,6,9,12,15-pentaoxa-19-azaheneicosyl)thio)-1-oxoisoindolin-2-yl)piperidine-2,6-dione C1(=CC=CC=C1)/C(=C(\CC)/C1=CC=CC=C1)/C1=CC=C(OCCN(CCCOCCOCCOCCOCCOCCSC2=C3CN(C(C3=CC=C2)=O)C2C(NC(CC2)=O)=O)C)C=C1